(R)-9-[2-(diethylphosphonomethoxy)propyl]adenine C(C)OP(=O)(OCC)CO[C@@H](CN1C2=NC=NC(=C2N=C1)N)C